FC=1C=CC(=NC1C)C1CNCCO1 2-(5-fluoro-6-methyl-2-pyridinyl)morpholine